tert-butyl (2S,5S)-5-(4-chlorobenzyl)-2-ethyl-3-oxopiperazine-1-carboxylate ClC1=CC=C(C[C@@H]2NC([C@@H](N(C2)C(=O)OC(C)(C)C)CC)=O)C=C1